4,4'-diisopropenylbiphenyl C(=C)(C)C1=CC=C(C=C1)C1=CC=C(C=C1)C(=C)C